NC1=NN(C(S1)=O)CCC1(OCCO1)C 5-amino-3-(2-(2-methyl-1,3-dioxolan-2-yl)ethyl)-1,3,4-thiadiazol-2(3H)-one